methyl-ethyl-cyclopentanol CC1C(CCC1)(O)CC